1-(2-(3-(1H-pyrrol-1-yl)benzoyl)-2-azaspiro[3.3]hept-6-yl)-3-(4-chlorobenzyl)urea N1(C=CC=C1)C=1C=C(C(=O)N2CC3(C2)CC(C3)NC(=O)NCC3=CC=C(C=C3)Cl)C=CC1